(S,Z)-N'-(3-(but-2-ynoyl)-9-cyano-1,2,3,4,4a,5-hexahydrobenzo[b]pyrazino[1,2-d][1,4]oxazin-8-yl)-N,N-dimethylformimidamide C(C#CC)(=O)N1C[C@@H]2N(C3=C(OC2)C=C(C(=C3)C#N)\N=C/N(C)C)CC1